bis(3,5-dimethylphenyl)ethoxyphosphine bromide [Br-].CC=1C=C(C=C(C1)C)C(COP)C1=CC(=CC(=C1)C)C